C(C)(C)(C)OC(=O)N1CCN(CC1)C1=NC(=NC2=C(C(=C(C=C12)OC)Br)OC1CC1)OC[C@H]1N(CCC1)C (S)-4-(7-bromo-8-cyclopropyloxy-6-methoxy-2-((1-methylpyrrolidin-2-yl)methoxy)quinazolin-4-yl)piperazine-1-carboxylic acid tert-butyl ester